3-acetyl-4-(2,5-diazabicyclo[2.2.1]hept-2-yl)-7-((4-(3-isopropyl-2-methyl-2H-indazol-5-yl)pyrimidin-2-yl)amino)-2H-benzopyran-2-one C(C)(=O)C=1C(OC2=C(C1N1C3CNC(C1)C3)C=CC(=C2)NC2=NC=CC(=N2)C2=CC3=C(N(N=C3C=C2)C)C(C)C)=O